7-((pyridin-2-yl)methoxy)-4-trifluoromethyl-2H-1-benzopyran-2-one N1=C(C=CC=C1)COC1=CC2=C(C(=CC(O2)=O)C(F)(F)F)C=C1